menthyl-methyl chloride C1(CC(C(CC1)C(C)C)CCl)C